decalin-2,6-dicarboxylic acid C1C(CCC2CC(CCC12)C(=O)O)C(=O)O